ClC=1C(=C(C=CC1)NC=1C(=NN2C1C(NCC2)=O)C2=C(C=NC=C2)NCCCOC)OC 3-[(3-chloro-2-methoxyphenyl)amino]-2-{3-[(3-methoxypropyl)amino]pyridin-4-yl}-5H,6H,7H-pyrazolo[1,5-a]pyrazin-4-one